C1(=CC=CC=C1)NC(CO)C=C 2-(phenylamino)but-3-en-1-ol